4'-(3,6-diazabicyclo[3.1.1]heptan-3-yl)-2'-(((2R,7aS)-2-fluorotetrahydro-1H-pyrrolizin-7a(5H)-yl)methoxy)-4-methyl-2,3,5',8'-tetrahydro-6'H-spiro[indene-1,7'-quinazoline] C12CN(CC(N1)C2)C2=NC(=NC=1CC3(CCC21)CCC2=C(C=CC=C23)C)OC[C@]23CCCN3C[C@@H](C2)F